CN1CCC(CC1)C1=CC=C(S1)C(=O)O 5-(1-methylpiperidin-4-yl)thiophene-2-carboxylic acid